(3-(benzyloxy)-6-bromopyridin-2-yl)-N,N-dimethylmethylamine C(C1=CC=CC=C1)OC=1C(=NC(=CC1)Br)CN(C)C